ClC=1C=C(C=C(C1OC1=C(C=C(C=C1)Cl)O)Cl)B(O)O (3,5-dichloro-4-(4-chloro-2-hydroxyphenoxy)phenyl)boronic acid